ethyl-ethynylphosphinate C(C)P([O-])(=O)C#C